C1CCC12NCCN(C2)C2C=1C(NCC2)=C(N(N1)C1=CC=C(C=C1)OC1=CC=CC=C1)C(=O)N 7-(5,8-diazaspiro[3.5]nonan-8-yl)-2-(4-phenoxyphenyl)-4,5,6,7-tetrahydro-2H-pyrazolo[4,3-b]pyridine-3-carboxamide